N-(2-(2-cyano-4,4-difluoropyrrolidin-1-yl)-2-oxoethyl)-3-(2-(4-(trifluoromethyl)phenyl)prop-1-en-1-yl)isonicotinamide C(#N)C1N(CC(C1)(F)F)C(CNC(C1=C(C=NC=C1)C=C(C)C1=CC=C(C=C1)C(F)(F)F)=O)=O